NC=1N=NC(=CC1C=1C=NN(C1)CC#CCO)Cl 4-[4-(3-amino-6-chloro-pyridazin-4-yl)pyrazol-1-yl]but-2-yn-1-ol